C(#N)C1=CC=C(C(=N1)C(=O)NC1=CC=C2C=NN(C2=C1)C=1C=NN(C1)C)C 6-Cyano-3-methyl-N-(1-(1-methyl-1H-pyrazol-4-yl)-1H-indazol-6-yl)picolinamide